(2S,4R)-N-[(1S)-1-[4-(4-ethylthiazol-5-yl)phenyl]ethyl]-4-hydroxy-pyrrolidine-2-carboxamide C(C)C=1N=CSC1C1=CC=C(C=C1)[C@H](C)NC(=O)[C@H]1NC[C@@H](C1)O